NC1=CC(=C(C=C1OC)N1CCC(CC1)N1CCN(CC1)C1CN(C1)C1=C2CN(C(C2=CC=C1)=O)C1C(NC(CC1)=O)=O)CC 3-[4-[3-[4-[1-(4-amino-2-ethyl-5-methoxy-phenyl)-4-piperidyl]piperazin-1-yl]azetidine-1-yl]-1-oxo-isoindolin-2-yl]piperidine-2,6-dione